2-(tert-Butoxycarbonyl)-N6-(4-(tert-butyl)-1H-1,2,3-triazole-1-carbonyl)-L-lysine tert-butyl ester C(C)(C)(C)OC(C(N)(CCCCNC(=O)N1N=NC(=C1)C(C)(C)C)C(=O)OC(C)(C)C)=O